4-(4-methoxybenzyl)-6-(3-methoxyphenyl)pyrimidine-2,4-diamine COC1=CC=C(CC2(NC(=NC(=C2)C2=CC(=CC=C2)OC)N)N)C=C1